2-(cyclopentylamino)-2-oxoacetic acid C1(CCCC1)NC(C(=O)O)=O